4-methoxylbenzylamine O(C)C1=CC=C(CN)C=C1